ClC1=CC=C(S1)CN1CCC2=CC(=CC=C12)NC(=O)N1CCOCC1 Morpholine-4-carboxylic acid [1-(5-chlorothiophen-2-ylmethyl)-2,3-dihydro-1H-indol-5-yl]-amide